FC=1C=C2C=C(NC2=CC1F)C=O 5,6-difluoro-1H-indole-2-carbaldehyde